ethyl (E)-3-(((3-((5-carbamoyl-2-(1-ethyl-3-methyl-1H-pyrazole-5-carboxamido)-1-(4-hydroxybut-2-en-1-yl)-1H-benzo[d]imidazol-7-yl)oxy)propoxy)carbonyl)amino)propanoate C(N)(=O)C1=CC2=C(N(C(=N2)NC(=O)C2=CC(=NN2CC)C)C\C=C\CO)C(=C1)OCCCOC(=O)NCCC(=O)OCC